ClC=1C=CC(=C(C1)NC1=CC=C(C=C1)C(=O)N1CCCC1)[N+](=O)[O-] (4-((5-chloro-2-nitrophenyl)amino)phenyl)(pyrrolidin-1-yl)methanone